[N+](=O)([O-])C1=C(C(=CC=C1)[N+](=O)[O-])C1=COC=C1 3-(2,6-dinitrophenyl)furan